S1C=NC=C1COC1=CC=C2C=C(NC2=C1)CNC(=O)N1CCCC1 N-((6-(thiazol-5-ylmethoxy)-1H-indol-2-yl)methyl)pyrrolidine-1-carboxamide